[Sn].[Ag].[Cu] copper-silver-stannum